Cl.N1CCC(CC1)CN1C(CCC1)=O 1-(piperidin-4-ylmethyl)pyrrolidin-2-one hydrochloride